FC1(CCC(CC1)[C@@H](C(=O)NC1=CC=C(C=C1)C=1C(=[N+](C=CC1C)[O-])C)NC(=O)C=1C(=NOC1)CO)F (S)-3-(4-(2-(4,4-difluorocyclohexyl)-2-(3-(hydroxymethyl)isoxazole-4-carboxamido)acetamido)phenyl)-2,4-dimethylpyridine 1-oxide